Methyl-(5RS)-2-[(6-methoxypyridin-3-yl)methyl]-3-oxo-2,3,5,6,7,8-hexahydro[1,2,4]triazolo[4,3-a]pyridine-5-carboxylate COC(=O)[C@H]1CCCC=2N1C(N(N2)CC=2C=NC(=CC2)OC)=O |r|